FC(S(=O)(=O)[O-])(F)F.FC(S(=O)(=O)[O-])(F)F.[Zn+2] zinc (II) bis(trifluoromethanesulfonate)